(3Z,6Z)-3-benzylidene-6-[(5-tert-butyl-1H-imidazol-4-yl)deuteromethylene]piperazine C(/C1=CC=CC=C1)=C/1\CN\C(\CN1)=C(\[2H])/C=1N=CNC1C(C)(C)C